(2R,3S)-3-((5-fluoro-2-(2-methoxy-7-methylquinoxalin-5-yl)benzo[d]thiazol-6-yl)oxy)butan-2-yl (2-(1-hydroxyethyl)pyrimidin-5-yl)carbamate OC(C)C1=NC=C(C=N1)NC(O[C@H](C)[C@H](C)OC1=CC2=C(N=C(S2)C2=C3N=CC(=NC3=CC(=C2)C)OC)C=C1F)=O